(R)-1-(2-Fluoro-6-methylphenyl)-pyrrolidin-3-ylamine FC1=C(C(=CC=C1)C)N1C[C@@H](CC1)N